N-feruloyl-methyl-agmatine C(\C=C\C1=CC(OC)=C(O)C=C1)(=O)NC(NCCCCNC)=N